C(N)(OC=1C=2N(C=C(N1)C=O)C1=C(N2)C=CC=C1)=O (3-formylbenzo[4,5]imidazo[1,2-a]pyrazin-1-yl) carbamate